C(C)(=O)N1CCN(CC1)CC1=CN=C2C=C(C(NC2=C1)=O)CC 7-((4-acetylpiperazin-1-yl)methyl)-3-ethyl-1,5-naphthyridin-2(1H)-one